BrCCCCCCCCCCO 10-bromodecan-1-ol